(E)-1-(4-Hydroxy-2,2-diphenylbenzo[d][1,3]dioxol-5-yl)-3-(4-(3-((tetrahydro-2H-pyran-2-yl)oxy)propyl)phenyl)prop-2-en-1-one OC1=C(C=CC=2OC(OC21)(C2=CC=CC=C2)C2=CC=CC=C2)C(\C=C\C2=CC=C(C=C2)CCCOC2OCCCC2)=O